ClC=1C=C(C=CC1)C1CCN(CC1)CCC=1C=NN(C1)C1=NC=CC2=C1N=CNC2=O 8-(4-(2-(4-(3-Chlorophenyl)piperidin-1-yl)ethyl)-1H-pyrazol-1-yl)pyrido[3,4-d]pyrimidin-4(3H)-on